Cl.N[C@@H](CO)C1=C(C=CC=C1)C(C)C (R)-2-amino-2-(2-isopropylphenyl)ethan-1-ol hydrochloride